C(C)OC(=O)C=1C(C=C2N(CCC3=CC=CC=C23)C1)=O 2-oxo-6,7-dihydro-2H-pyrido[2,1-a]Isoquinoline-3-carboxylic acid ethyl ester